COC1=C(C=C(C=C1)C1=CN(C(C2=CC=CC=C12)=O)C)NS(=O)(=O)C N-[2-methoxy-5-(2-methyl-1-oxo-isoquinolin-4-yl)phenyl]methanesulfonamide